OC1=C(C=C(C=C1)NC(=O)C1=CC=C(C=C1)C1=CC=C(C=C1)C(F)(F)F)NS(=O)(=O)C1=CC2=CC=CC=C2C=C1 N-(4-hydroxy-3-(naphthalene-2-sulfonamido)phenyl)-4'-(trifluoromethyl)-[1,1'-biphenyl]-4-carboxamide